N-(3,4-dichloro-1H-indol-7-yl)-1-[2-hydroxy-1-(hydroxymethyl)-1-methyl-ethyl]pyrazole-4-sulfonamide ClC1=CNC2=C(C=CC(=C12)Cl)NS(=O)(=O)C=1C=NN(C1)C(CO)(C)CO